(R)-2-cyclohexyl-8-(1-((2-(1-hydroxy-1H-benzo[d][1,2,6]oxazaborinin-6-yl)phenyl)amino)ethyl)-6-methyl-4H-chromen-4-one C1(CCCCC1)C=1OC2=C(C=C(C=C2C(C1)=O)C)[C@@H](C)NC1=C(C=CC=C1)C=1C=CC2=C(C=NOB2O)C1